F[B-](F)(F)F.[Li].C(C)[NH+]1CCCC1 ethylpyrrolidinium lithium tetrafluoroborate